O=C1NC(CCC1N1C(N(C2=C1C=CC(=C2)CC[C@H]2CN(CCO2)CC2CCC(CC2)NC(OC(C)(C)C)=O)C)=O)=O tert-butyl N-[4-[[(2S)-2-[2-[1-(2,6-dioxo-3-piperidyl)-3-methyl-2-oxo-benzimidazol-5-yl]ethyl]morpholin-4-yl]methyl]cyclohexyl]carbamate